C1(CCCC1)P(C1CCCC1)=[Se] dicyclopentyl-phosphine selenide